tert-butyl 2-(5-(2-(((1r,3r)-3-(difluoromethyl)cyclobutyl)(isopropyl)carbamoyl)-4-fluorophenoxy)pyrimidin-4-yl)-2,7-diazaspiro[3.5]nonane-7-carboxylate FC(C1CC(C1)N(C(=O)C1=C(OC=2C(=NC=NC2)N2CC3(C2)CCN(CC3)C(=O)OC(C)(C)C)C=CC(=C1)F)C(C)C)F